(3R,4S)-4-[6-[2-hydroxy-6-methyl-4-(trifluoro-methyl)phenyl]pyrazolo[3,4-b]pyridin-2-yl]tetra-hydropyran-3-ol OC1=C(C(=CC(=C1)C(F)(F)F)C)C=1C=CC=2C(N1)=NN(C2)[C@@H]2[C@H](COCC2)O